2-Amino-3-methyl-3-nitrobutanoic acid NC(C(=O)O)C(C)([N+](=O)[O-])C